C(OC1CC(C1)N1CC(CC1)(F)F)(OC1=CC=C(C=C1)[N+](=O)[O-])=O (1r,3r)-3-(3,3-difluoropyrrolidin-1-yl)cyclobutyl (4-nitrophenyl) carbonate